C1(=CC=CC=C1)CS(=O)(=O)OC1=C(OC(C1=O)C1=CC(=CC=C1)OC)N 2-amino-5-(3-methoxyphenyl)-4-oxo-4,5-dihydrofuran-3-yl phenylmethanesulfonate